NC=1N=CC2=CC(=CC=C2C1)C(=O)OC methyl 3-aminoisoquinoline-7-carboxylate